O1C2=C(OCC1)C=C(C=C2)[C@H]([C@@H](CN2CCCC2)NC(=O)[C@H]2CN(CC2)C2=NC=CC=C2)O (R)-N-((1R,2R)-1-(2,3-dihydrobenzo[b][1,4]dioxin-6-yl)-1-hydroxy-3-(pyrrolidin-1-yl)propan-2-yl)-1-(pyridin-2-yl)pyrrolidine-3-carboxamide